4',7-Dihydroxyflavanone OC1=CC=C(C2OC3=CC(=CC=C3C(C2)=O)O)C=C1